CC1=C(SC2=C1C=C(C=C2)S(=O)(=O)CCCCl)C(=O)O.C/C(/C(=O)O)=C\C=2SC=CC2OC(C)C.C(C2=CC=CC=C2)(C2=CC=CC=C2)N2CC(C2)=CCO 2-(1-benzhydrylazetidin-3-ylidene)ethan-1-ol Methyl-(E)-3-(3-isopropoxythiophen-2-yl)acrylate methyl-5-(3-chloropropylsulfonyl)benzothiophene-2-carboxylate